5-(1,1-dideutero-2,2-difluoro-ethyl)-N,N-bis[(2,4-dimethoxyphenyl)methyl]-4-methoxy-pyrimidin-2-amine [2H]C(C(F)F)([2H])C=1C(=NC(=NC1)N(CC1=C(C=C(C=C1)OC)OC)CC1=C(C=C(C=C1)OC)OC)OC